tert-butyl 8-[2-methyl-4-(4,4,5,5-tetramethyl-1,3,2-dioxaborolan-2-yl)phenyl]-2,8-diazaspiro[4.5]decane-2-carboxylate CC1=C(C=CC(=C1)B1OC(C(O1)(C)C)(C)C)N1CCC2(CCN(C2)C(=O)OC(C)(C)C)CC1